(S)-1-((R)-8-(4'-(aminomethyl)biphenyl-4-ylsulfonyl)-1-oxa-8-azaspiro[4.5]decan-3-ylamino)-3-(3-(2-hydroxyethyl)phenoxy)propan-2-ol NCC1=CC=C(C=C1)C1=CC=C(C=C1)S(=O)(=O)N1CCC2(C[C@H](CO2)NC[C@@H](COC2=CC(=CC=C2)CCO)O)CC1